(2S)-1-[(2S)-4-amino-2-[3-[2-[2-[2-(tert-butoxycarbonylamino)ethoxy]ethoxy]ethoxy]propanoylamino]-4-oxo-butanoyl]pyrrolidine-2-carboxylic acid NC(C[C@@H](C(=O)N1[C@@H](CCC1)C(=O)O)NC(CCOCCOCCOCCNC(=O)OC(C)(C)C)=O)=O